BrC=1C=C2C(=CC1)C(N(C[C@]21[C@H](C1)C#N)CC(=O)NC1=NC=C(C=N1)F)=O 2-[(2's,4r)-6-bromo-2'-cyano-1-oxospiro[3H-isoquinoline-4,1'-cyclopropane]-2-yl]-N-(5-fluoropyrimidin-2-yl)acetamide